C(C)C(C1=CC=CC=C1)(P(O)(O)=O)C1=C(C(=CC(=C1)C(C)(CCCCCC)C)O)C1=C(C=CC(=C1)C)C(=C)C.C(=C)N1SC=CC1 N-vinyl-isothiazole ethyl-(6-hydroxy-5'-methyl-4-(2-methyloctan-2-yl)-2'-(prop-1-en-2-yl)-[1,1'-biphenyl]-2-yl)benzylphosphonate